O=C1CC(N(C2=C(N1)C=1CCCCC1C=C2)C2=CC=C(C=C2)N(S(=O)(=O)C2=C(C=CC=C2)[N+](=O)[O-])C)=O N-[4-(2,4-dioxo-1,2,3,4,8,9,10,11-octahydro-naphtho[1,2-b][1,4]-diazepine-5-yl)phenyl]-N-methyl-2-nitrobenzenesulfonamide